dioctylbenzothiophene C(CCCCCCC)C1=C(SC2=C1C=CC=C2)CCCCCCCC